CN([C@H](CNC(C1=CC(=CC(=C1)C(F)(F)F)NC(CC1=C(C=C(C=C1)C1=CNC(C=C1OCC)=O)F)=O)=O)C)C N-[(2S)-2-(dimethylamino)propyl]-3-[[2-[4-(4-ethoxy-6-oxo-1H-pyridin-3-yl)-2-fluoro-phenyl]acetyl]amino]-5-(trifluoromethyl)benzamide